1-(4-aminopiperidin-1-yl)-3-(4-chlorophenoxy)propan-2-ol trifluoroacetate salt FC(C(=O)O)(F)F.NC1CCN(CC1)CC(COC1=CC=C(C=C1)Cl)O